(S)-4-(((R)-1-(3-(1,1-difluoro-2-hydroxy-2-methylpropyl)-2-fluorophenyl)ethyl)amino)-2,6,8-trimethyl-6,8-dihydro-7H-pyrrolo[3,2-g]quinazolin-7-one FC(C(C)(C)O)(F)C=1C(=C(C=CC1)[C@@H](C)NC1=NC(=NC2=CC3=C(C=C12)[C@@H](C(N3C)=O)C)C)F